C1(=CC=CC=C1)SC[C@@H](CCN1CC2C(C1)CN(C2)C(=O)OC(C)(C)C)NC2=C(C=C(C=C2)S(=O)(=O)N)S(=O)(=O)C(F)(F)F tert-Butyl 5-((R)-4-(phenylthio)-3-((4-aminosulfonyl-2-((trifluoromethyl)sulfonyl)phenyl)amino)butyl)hexahydropyrrolo[3,4-c]pyrrole-2(1H)-carboxylate